[Cl-].C(CCCCC)C(CCC)P(CCCC)CCCC hexyltributylphosphine chloride